3-(5-fluoropyridin-3-yl)prop-2-yn-1-ol FC=1C=C(C=NC1)C#CCO